C1=CC=CC=2C3=CC=CC=C3C(C12)COC(=O)CN[C@H](C(=O)O)C1CCCC1 (αS)-α-[[(9H-fluoren-9-ylmethoxy)carbonyl]methylamino]cyclopentaneacetic acid